(3aS,4S,5R,7S,7aS)-octahydro-1H-4,7-methanoinden-5-yl acrylate C(C=C)(=O)O[C@H]1[C@@H]2[C@H]3CCC[C@H]3[C@H](C1)C2